ethyl 2-methyl-1-[(1R)-1-(4-piperidyl)ethyl]pyrrolo[2,3-b]pyridine-3-carboxylate dihydrochloride salt Cl.Cl.CC1=C(C=2C(=NC=CC2)N1[C@H](C)C1CCNCC1)C(=O)OCC